ClC=1C=C(N=NC1)N 5-chloropyridazin-3-amine